C1(C(CCCC1)C(=O)OCC(CCCC)CC)C(=O)OCC(CCCC)CC cyclohexane-1,2-dicarboxylic acid, di(2-ethylhexyl) ester